3-(acetylthio)azetidine-1-carboxylic acid tert-butyl ester C(C)(C)(C)OC(=O)N1CC(C1)SC(C)=O